(3S,4R,5R)-3-fluoro-1-[4-({8-[(2R,3S)-3-(methanesulfonyl-methyl)-2-methylazetidin-1-yl]-5-(propan-2-yl)isoquinolin-3-yl}amino)pyrimidin-2-yl]-5-methoxy-piperidin-4-ol F[C@H]1CN(C[C@H]([C@H]1O)OC)C1=NC=CC(=N1)NC=1N=CC2=C(C=CC(=C2C1)C(C)C)N1[C@@H]([C@H](C1)CS(=O)(=O)C)C